BrC1=CC=C(O[C@@](N=P(=O)OC[C@H]2O[C@H](C=C2)N2C(NC(C(=C2)C)=O)=O)(C)C(=O)[O-])C=C1 (4-bromophenoxy){[(2S,5R)-5-(5-methyl-2,4-dioxo-3,4-dihydropyrimidin-1(2H)-yl)-2,5-dihydrofuran-2-yl]methoxy phosphoryl}-D-alaninate